tert-butyl ((6S)-3-(N-((8-fluoro-1,2,3,5,6,7-hexahydro-s-indacen-4-yl)carbamoyl)-N-tritylsulfamimidoyl)-6,7-dihydro-5H-pyrazolo[5,1-b][1,3]oxazin-6-yl)(methyl)carbamate FC=1C=2CCCC2C(=C2CCCC12)NC(=O)N(S(=O)(=N)C=1C=NN2C1OC[C@H](C2)N(C(OC(C)(C)C)=O)C)C(C2=CC=CC=C2)(C2=CC=CC=C2)C2=CC=CC=C2